C(C1=CC=CC=C1)OC=1C2=C(N=C(N1)OC[C@]13CCCN3C[C@@H](C1)F)SC1=C2C=CN=C1Cl 4-(benzyloxy)-8-chloro-2-(((2R,7aS)-2-fluorotetrahydro-1H-pyrrolizin-7a(5H)-yl)methoxy)pyrido[4',3':4,5]thieno[2,3-d]pyrimidine